CC(C)=NO 2-propanone oxime